C(CCC)C1=CC(=C(C=C1)NS(=O)(=O)C1=CC=C(C=C1)C)C=C N-(4-butyl-2-vinylphenyl)-4-methylbenzenesulfonamide